NC1=C2C(=NC=C1N)N(C=C2C(C(F)(F)F)=O)CC2=CC=CC=C2 1-(4,5-diamino-1-benzyl-1H-pyrrolo[2,3-b]pyridin-3-yl)-2,2,2-trifluoroethanone